[N-](S(=O)(=O)C(F)(F)F)S(=O)(=O)C(F)(F)F.[NH2+]1CCCCC1 piperidinium bis(trifluoromethylsulfonyl)imide salt